(R)-4-(2-fluorophenyl)-3,4-dihydronaphthalen-1(2H)-one FC1=C(C=CC=C1)[C@@H]1CCC(C2=CC=CC=C12)=O